BrC=1C(=C(C=NC1)C=1C=NC(=CC1)OC)CC 5-bromo-4-ethyl-6'-methoxy-[3,3'-bipyridine]